4-(2-guanidino-ethyl)-N-[4-(3-guanidino-propyl)-phenyl]-benzamide trifluoroacetate FC(C(=O)O)(F)F.N(C(=N)N)CCC1=CC=C(C(=O)NC2=CC=C(C=C2)CCCNC(=N)N)C=C1